6-fluoro-7-(3-{[5-(methoxymethyl)-1-methyl-1H-pyrazol-3-yl]carbamoyl}azetidin-1-yl)-4-oxo-1-(1,3-thiazol-2-yl)-1,4-dihydro-1,8-naphthyridine-3-carboxylic acid FC=1C=C2C(C(=CN(C2=NC1N1CC(C1)C(NC1=NN(C(=C1)COC)C)=O)C=1SC=CN1)C(=O)O)=O